(S)-1'-{2-[4-(1-methanesulfonylethyl)phenoxy]ethyl}-2-oxo-1,2-dihydrospiro[indole-3,4'-piperidine]-5-carbonitrile CS(=O)(=O)[C@@H](C)C1=CC=C(OCCN2CCC3(CC2)C(NC2=CC=C(C=C23)C#N)=O)C=C1